C(C1=CC=CC=C1)OC(=O)N1CCN(CC1)C1CN(C1)C1=CC(=C(C(=C1)F)Br)F 4-(1-(4-bromo-3,5-difluorophenyl)azetidin-3-yl)piperazine-1-carboxylic acid benzyl ester